6-(3-(4,4-difluoro-4-(2-methoxypyridin-4-yl)butyryl)-3,8-diazabicyclo[3.2.1]octane-8-yl)nicotinonitrile FC(CCC(=O)N1CC2CCC(C1)N2C2=NC=C(C#N)C=C2)(C2=CC(=NC=C2)OC)F